1-isopropyl-2,3-dihydro-1H-pyrrolo[3,2-c]pyridinecarbonitrile C(C)(C)N1C(CC=2C=NC=CC21)C#N